CC1CC2=CCCCC2=C1 2-methyl-2,4,5,6-tetrahydro-1H-indene